CC1=CSC(=N1)NC(=O)C2=C(C3=CC=CC=C3N(C2=O)CC(C)C)O The molecule is a member of the class of quinolones that is the amide obtained from formal condensation of the carboxy group of 4-hydroxy-1-isobutyl-2-oxo-1,2-dihydroquinoline-3-carboxylic acid with the amino group of 2-amino-4-methyl-1,3-thiazole. It is a member of 1,3-thiazoles, a monocarboxylic acid amide, a monohydroxyquinoline and a quinolone.